Methyl (2-((S)-1-(2,3-difluorobenzyl)-5-oxopyrrolidin-2-yl)acetyl)-L-valyl-L-phenylalaninate FC1=C(CN2[C@@H](CCC2=O)CC(=O)N[C@@H](C(C)C)C(=O)N[C@@H](CC2=CC=CC=C2)C(=O)OC)C=CC=C1F